FC(C1=C(C=CC=C1)CN1C2=CC=CC(=C2C=2C(=CC=CC12)OCC(=O)O)C(N)=O)(F)F {9-[(2-trifluoromethylphenyl)methyl]-5-carbamoylcarbazol-4-yl}oxyacetic acid